C(CCCCCCCCCCCCCCCCCCCCC)(=O)OCC(COC(CCCCCCCCCCC)=O)O 3-(dodecanoyloxy)-2-hydroxypropyl docosanoate